BrC=1C=C(C2=C(C(=CO2)CO)C1)OCC1=NN(C=C1)C (5-bromo-7-((1-methyl-1H-pyrazol-3-yl)methoxy)benzofuran-3-yl)methanol